N,9,9-triphenyl-9H-fluorene-2-amine C1(=CC=CC=C1)NC1=CC=2C(C3=CC=CC=C3C2C=C1)(C1=CC=CC=C1)C1=CC=CC=C1